Octane-4-one CCCC(CCCC)=O